dimethylamine HBr Br.CNC